(3,5-di-tert-butyl-4-hydroxybenzyl)triphenylphosphine C(C)(C)(C)C=1C=C(CC2=C(C=CC=C2)P(C2=CC=CC=C2)C2=CC=CC=C2)C=C(C1O)C(C)(C)C